N1N=NC(=C1)Br triazolyl bromide